BrC1=C(C=C(C=C1)NC(C#N)(C)C)F 2-((4-bromo-3-fluorophenyl)amino)-2-methylpropanenitrile